C1(CC1)NC(C([C@@H](C[C@@H]1C(N[C@@H](C1)C)=O)C=1C(=C(C(=O)N)C=CC1)NC(C(C(F)(F)F)(C)C)=O)=O)=O ((1S)-3-(cyclopropylamino)-1-[[(3S,5R)-5-methyl-2-oxo-pyrrolidin-3-yl]methyl]-2,3-dioxo-propyl)-2-[(3,3,3-trifluoro-2,2-dimethyl-propanoyl)amino]benzamide